C(C1=CC=CC=C1)C1=CC(=NN1CC1=CC=C(C=C1)OCC(C)C)C1CCN(CC1)C 4-(5-benzyl-1-[[4-(2-methylpropyloxy)phenyl]methyl]pyrazol-3-yl)-1-methylpiperidine